di(butoxy-ethoxyethyl) adipate C(CCCCC(=O)OCC(OCC)OCCCC)(=O)OCC(OCC)OCCCC